C1(=CC=CC=C1)[Si](OC)(OC)OC Phenyl-trimethoxysilan